ClC1=CN=C2C(=N1)N(N=C2C2=CC=C(C=C2)C(F)(F)F)C2CN(CC2)C(C=C)=O 1-(3-(6-chloro-3-(4-(trifluoro-methyl)phenyl)-1H-pyrazolo[3,4-b]pyrazin-1-yl)pyrrolidin-1-yl)-prop-2-en-1-one